NC1=NC=NC=2C3=C(CC(C12)(C)C)C(=C(C=C3)O[C@@H]3CC[C@H](CC3)N)N(S(=O)(=O)CCOC)C N-[4-amino-8-(trans-4-aminocyclohexoxy)-5,5-dimethyl-6H-benzo[h]quinazolin-7-yl]-2-methoxy-N-methyl-ethanesulfonamide